C12N(CC(NC1)CC2)C2=C1C(N(C(C1=C(C=C2)F)=O)C2C(NC(CC2)=O)=O)=O 4-(2,5-diazabicyclo[2.2.2]octan-2-yl)-2-(2,6-dioxopiperidin-3-yl)-7-fluoroisoindoline-1,3-dione